C(C)(=O)NC(C#C)=O N-acetylpropiolamide